N-[5-(2,6-dichlorophenyl)-1-trityl-1H-indazol-3-yl]-3-(methylamino)cyclobutanecarboxamide ClC1=C(C(=CC=C1)Cl)C=1C=C2C(=NN(C2=CC1)C(C1=CC=CC=C1)(C1=CC=CC=C1)C1=CC=CC=C1)NC(=O)C1CC(C1)NC